CNC(C1=CC(=CC=C1)CN1C(C2=CC=C(C=C2C=C1)C1=CNC=C1)=O)=O n-methyl-3-((1-oxo-6-(1H-pyrrol-3-yl)isoquinolin-2(1H)-yl)methyl)benzamide